ClC=1C=C(C=CC1F)NC1=NC=NC2=CC(=C(C=C12)OCCON1CCOCC1)OC N-(3-chloro-4-fluorophenyl)-7-methoxy-6-(2-(morpholinooxy)ethoxy)quinazolin-4-amine